N-(3,4-dimethylphenyl)-1-(4-ethylphenyl)-N-methyl-1H-1,2,4-triazole-3-carboxamide CC=1C=C(C=CC1C)N(C(=O)C1=NN(C=N1)C1=CC=C(C=C1)CC)C